1-ethylpiperazine-2,3-dione C(C)N1C(C(NCC1)=O)=O